2-(2,6-dioxopiperidin-3-yl)-4-(((R)-1-(2-(trifluoromethyl)phenyl)ethyl)amino)isoindoline-1,3-dione O=C1NC(CCC1N1C(C2=CC=CC(=C2C1=O)N[C@H](C)C1=C(C=CC=C1)C(F)(F)F)=O)=O